FC1=C(C=C(C=C1)C=1OC(=NN1)C=1OC=CC1)NC(C1=C(C=CC(=C1)C)OC)=O N-(2-fluoro-5-(5-(furan-2-yl)-1,3,4-oxadiazol-2-yl)phenyl)-2-methoxy-5-methylbenzamide